4-((4-Methylphenylsulfonylamino)methyl)tetrahydro-2H-pyran-4-carboxylic acid CC1=CC=C(C=C1)S(=O)(=O)NCC1(CCOCC1)C(=O)O